COC(C1=C(C=CC=C1)NC)=O 2-(methylamino)-benzoic acid methyl ester